2-(BUT-3-EN-2-YLAMINO)PROPANOIC ACID CC(C=C)NC(C(=O)O)C